Methyl 5-(((4-hydroxynaphthalen-2-yl) thio) methyl)-1-methyl-1H-pyrazole-3-carboxylate OC1=CC(=CC2=CC=CC=C12)SCC1=CC(=NN1C)C(=O)OC